BrC1=CC=C(C=C1)C(C)(C(C#CCCCCl)C)O 2-(4-Bromophenyl)-8-chloro-3-methyloctan-4-yn-2-ol